O=C1C=CN(C2=CC(=CC=C12)C1=C(C=CC=C1)OC1=CC=C(C=C1)C(F)(F)F)CCCNC(OC(C)(C)C)=O Tert-butyl (3-(4-oxo-7-(2-(4-(trifluoromethyl)phenoxy)phenyl)quinolin-1(4H)-yl)propyl)carbamate